(S)-3-(4-((4-(3-aminopiperidin-1-yl)-5-(1-(tetrahydro-2H-pyran-4-yl)-1H-pyrazol-4-yl)pyridin-2-yl)amino)pyrimidin-2-yl)pyridin-2-ol hydrochloride Cl.N[C@@H]1CN(CCC1)C1=CC(=NC=C1C=1C=NN(C1)C1CCOCC1)NC1=NC(=NC=C1)C=1C(=NC=CC1)O